(Z)-N'-cyano-6-[(2R)-2-[5-fluoro-2-(methylsulfanyl)phenyl]pyrrolidin-1-yl]-N-[(3S)-oxan-3-yl]imidazo[1,2-b]pyridazine-3-carboximidamid C(#N)\N=C(/N[C@@H]1COCCC1)\C1=CN=C2N1N=C(C=C2)N2[C@H](CCC2)C2=C(C=CC(=C2)F)SC